C1(CCC1)C=1C(=CC(=C(C(=O)O)C1)F)OCC1CCCC1 5-cyclobutyl-4-(cyclopentylmethoxy)-2-fluorobenzoic acid